tert-butyl (4S)-4-[(1R)-1-cyclobutyl-5-[methoxy(methyl)amino]-5-oxo-pent-3-enyl]-2,2-dimethyl-oxazolidine-3-carboxylate C1(CCC1)[C@@H](CC=CC(=O)N(C)OC)[C@@H]1N(C(OC1)(C)C)C(=O)OC(C)(C)C